Cl.Cl.CN(C=1SC2=C(N=NC(=C2)C2=C(C=C(C=C2)C=2C=NNC2)O)N1)[C@@H]1CNCCC1 2-(6-{Methyl-[(3S)-piperidin-3-yl]amino}[1,3]thiazolo[4,5-c]pyridazin-3-yl)-5-(1H-pyrazol-4-yl)phenol-Dihydrochlorid